tert-butyl N-[4-[(3-amino-2-methyl-phenyl)methyl]-3-fluoro-2-pyridyl]-N-tert-butoxycarbonyl-carbamate NC=1C(=C(C=CC1)CC1=C(C(=NC=C1)N(C(OC(C)(C)C)=O)C(=O)OC(C)(C)C)F)C